BrCC=1C(=NOC1C1CC1)C1=C(C=CC=C1)OC(F)(F)F (bromomethyl)-5-cyclopropyl-3-(2-(trifluoromethoxy)phenyl)isoxazole